C(CCCCC)OC(=O)C1C(C(CCC1)C)C(=O)OCCCCCC 3-methylcyclohexane-1,2-dicarboxylic acid dihexyl ester